(((((benzene-1,3,5-triyltris(oxy))tris(carbonyl))tris(oxy))tris(propane-3,1-diyl))tris(sulfanediyl))tris(ethane-2,1-diyl)tris(3-(isocyanato methyl)benzylcarbamate) C1(=CC(=CC(=C1)OC(=O)OCCCSCCN(C([O-])=O)CC1=CC(=CC=C1)CN=C=O)OC(=O)OCCCSCCN(C([O-])=O)CC1=CC(=CC=C1)CN=C=O)OC(=O)OCCCSCCN(C([O-])=O)CC1=CC(=CC=C1)CN=C=O